CC1=C(COC1C)O 4,5-dimethyl-3-hydroxy-2,5-dihydro-furan